(1S,2S)-N-(6-(5-chloro-6-fluoro-7-(3-methoxyprop-1-yn-1-yl)-1H-indazol-4-yl)imidazo[1,2-a]pyrazin-2-yl)-2-fluorocyclopropane-1-carboxamide ClC=1C(=C2C=NNC2=C(C1F)C#CCOC)C=1N=CC=2N(C1)C=C(N2)NC(=O)[C@H]2[C@H](C2)F